3,3,5,6-tetramethyl-2,3-dihydro-1H-pyrrolo[3,2-b]pyridine CC1(CNC=2C1=NC(=C(C2)C)C)C